ClC=1C=C(C(=O)N(C(C)C2=NC=CN=C2C(=NOC)C)CC2CC2)C=C(C1)S(=O)(=O)C1=CC=C(C=C1)F 3-chloro-N-(cyclopropylmethyl)-5-(4-fluorophenyl)sulfonyl-N-[1-[3-(N-methoxy-C-methyl-carbonimidoyl)pyrazin-2-yl]ethyl]benzamide